C=CC=CC=CC=CCC dectetraene